ICCN1CCC(CC1)C(=O)OCC ethyl 1-(2-iodoethyl)-piperidine-4-carboxylate